C1(CC1)NC(=O)C=1C=CC2=C(N=C(O2)C2=CC(=C(C(=C2)O)F)F)C1 N-Cyclopropyl-2-(3,4-difluoro-5-hydroxyphenyl)benzo[d]oxazole-5-carboxamide